tert-butyldimethyl-((tributylstannyl)methoxy)silane C(C)(C)(C)[Si](OC[Sn](CCCC)(CCCC)CCCC)(C)C